COC(C1=C(N=C(C(=C1)F)O)N)=O 6-hydroxy-2-amino-5-fluoronicotinic acid methyl ester